C(C)O\N=C\C1=CC=C(C(=N1)C1=NC2=C(N1C)C=CC(=C2)SC(F)(F)F)C(=O)N(C)C 6-[(E)-ethoxyiminomethyl]-N,N-dimethyl-2-[1-methyl-5-(trifluoromethylthio)benzimidazol-2-yl]pyridine-3-carboxamide